4-[(6-chloro-2-pyridinyl)oxymethyl]-2-(2-hydroxyethyl)benzonitrile ClC1=CC=CC(=N1)OCC1=CC(=C(C#N)C=C1)CCO